N-[(2S)-1-(azetidin-1-yl)propan-2-yl]-1-methyl-3-[2-(tetrahydro-2H-pyran-4-ylamino)pyrimidin-4-yl]-1H-pyrazole-5-carboxamide N1(CCC1)C[C@H](C)NC(=O)C1=CC(=NN1C)C1=NC(=NC=C1)NC1CCOCC1